1-(3,5-difluorophenyl)-ethanol FC=1C=C(C=C(C1)F)C(C)O